(5-Amino-1-methyl-1H-pyrazol-4-ylmethyl)-(5-phenyl-2-pyridin-2-yl-thieno[2,3-d]pyrimidin-4-yl)-amine NC1=C(C=NN1C)CNC=1C2=C(N=C(N1)C1=NC=CC=C1)SC=C2C2=CC=CC=C2